C(C1=CC=CC=C1)N1CC=2N=C(N=C(C2CC1)N1CC(CC1)N(C(OC(C)(C)C)=O)C)SC tert-butyl (1-(7-benzyl-2-(methylthio)-5,6,7,8-tetrahydropyrido[3,4-d]pyrimidin-4-yl)pyrrolidin-3-yl)(methyl)carbamate